methyl 4-amino-1-(6-chloropyridin-3-yl)-2-oxo-7-(trifluoromethyl)-1,2-dihydro-1,8-naphthyridine-3-carboxylate NC1=C(C(N(C2=NC(=CC=C12)C(F)(F)F)C=1C=NC(=CC1)Cl)=O)C(=O)OC